2-(5-(1-aminoethyl)-1H-1,2,4-triazol-1-yl)-4,6,6-trimethyl-4H-1,3,4-thiadiazin-5(6H)-one hydrogen chloride Cl.NC(C)C1=NC=NN1C=1SC(C(N(N1)C)=O)(C)C